3-(piperidin-3-yloxy)thiophene-2-carboxamide N1CC(CCC1)OC1=C(SC=C1)C(=O)N